Cl.COC=1C=C(C=CC1)C1(CCNCC1)O 4-(3-methoxyphenyl)piperidin-4-ol hydrochlorid